phosphine hydrochloride Cl.P